4-methyl-2-oxopiperidin CC1CC(NCC1)=O